COC(C1=CC(=C(C=C1)C=1NC=C(N1)C(F)(F)F)[N+](=O)[O-])=O 3-Nitro-4-(4-(trifluoromethyl)-1H-imidazol-2-yl)benzoic acid methyl ester